[Se]1C=NC2=C1C=CC=C2 benzselenazole